C(OC12CC3CC(CC(C1)C3)C2)(OC2=CC=C(C=C2)[N+](=O)[O-])=O 1-adamantyl (4-nitrophenyl) carbonate